FC=1C(=NC(=NC1)NC=1C=NN(C1)CCO)N1C=C(C2=CC(=CC=C12)NC(C=C)=O)C N-[1-[5-fluoro-2-[[1-(2-hydroxyethyl)pyrazol-4-yl]amino]pyrimidin-4-yl]-3-methyl-indol-5-yl]prop-2-enamide